2-(3-tert-butyl-1,2,4-oxadiazol-5-yl)-5-[4-(trifluoromethoxy)benzene-1-sulfonyl]pyridin-3-amine C(C)(C)(C)C1=NOC(=N1)C1=NC=C(C=C1N)S(=O)(=O)C1=CC=C(C=C1)OC(F)(F)F